CC1CCC(CC1)[C@@H](C(NC1=CC=C(C=C1)C1CCOCC1)=O)NC(C1=CC(=CC=C1)CS(=O)(=O)C)=O N-{(1S)-1-(4-Methyl-cyclohexyl)-2-oxo-2-[4-(tetrahydropyran-4-yl)anilino]ethyl}-3-(methylsulfonyl-methyl)benzamide